N-((4-methoxypyridin-2-yl)methyl)-5-(4-(5-(methylcarbamoyl)-1,3,4-thiadiazol-2-yl)butyl)-1,3,4-thiadiazole-2-carboxamide COC1=CC(=NC=C1)CNC(=O)C=1SC(=NN1)CCCCC=1SC(=NN1)C(NC)=O